2-(6-methylpyridin-2-yl)-1H-benzo[d]imidazole-5-carboxamidine CC1=CC=CC(=N1)C1=NC2=C(N1)C=CC(=C2)C(=N)N